C(C1=CC=C(C(=O)C=2C=C(C(C(=O)O)=CC2)C(=O)O)C=C1)(=O)C=1C=C(C(C(=O)O)=CC1)C(=O)O 4,4'-terephthaloyl-bisphthalic acid